OC1(CC1)C1CCC(CC1)NC(=O)C=1N=C(C=C2C1NN=C2)N2C=NC=C2 N-((1r,4r)-4-(1-hydroxycyclopropyl)cyclohexyl)-5-(1H-imidazol-1-yl)-1H-pyrazolo[3,4-c]pyridine-7-carboxamide